(10Z)-13-(3-{[(13Z)-1-oxodocos-13-enyl] oxy} propyl)-2-methyl-9,12-dioxo-5-oxa-2,8,13-triazahexadec-10-en-16-yl (13Z)-docos-13-enoate C(CCCCCCCCCCC\C=C/CCCCCCCC)(=O)OCCCN(C(\C=C/C(NCCOCCN(C)C)=O)=O)CCCOC(CCCCCCCCCCC\C=C/CCCCCCCC)=O